C(C=C)N1C(C2=CC=C(C=C2C1(C)C)NC1=NC=C(C(=N1)N[C@H](CO)C1=CC=CC=C1)C=1OC=NN1)=O (S)-2-allyl-5-((4-((2-hydroxy-1-phenylethyl)amino)-5-(1,3,4-oxadiazol-2-yl)pyrimidin-2-yl)amino)-3,3-dimethylisoindolin-1-one